C(=O)C=1NC(=C(C1C#N)C#N)C 2-FORMYL-5-METHYL-1H-PYRROLE-3,4-DICARBONITRILE